COC(=O)C=1N=CC2=C(C=CC=C2C1)F 8-fluoroisoquinoline-3-carboxylic acid methyl ester